BrC1=CC=C2C(=CCOC2=C1)CNC(OC(C)(C)C)=O tert-butyl [(7-bromo-2H-chromen-4-yl)methyl]carbamate